C1(CCCCC1)C(=O)N1CCN(CC1)C1=C(C=CC=C1)/C=C/C(=O)NO (E)-3-(2-(4-(cyclohexanecarbonyl)piperazin-1-yl)phenyl)-N-hydroxyacrylamide